CN1CCN(CC1)CC1=C(C1)CO (1-((4-methylpiperazin-1-yl)methyl)cyclopropenyl)methanol